tert-butyl (S)-5-(3-(adamantan-1-yl)methyl-1,2,4-oxadiazol-5-yl)-5-aminopentylcarbamate C12(CC3CC(CC(C1)C3)C2)CC2=NOC(=N2)[C@H](CCCCNC(OC(C)(C)C)=O)N